cerium-zinc oxide [O-2].[Zn+2].[Ce+3]